ClC=1C=C(C=2N(N1)C=CN2)[C@@H]2[C@H](C2)C2=C(C=C1C=NN(C1=C2)CC(F)(F)F)F 6-chloro-8-((1S,2S)-2-(5-fluoro-1-(2,2,2-trifluoroethyl)-1H-indazol-6-yl)cyclopropyl)imidazo[1,2-b]pyridazine